2-((4-((4-chlorophenyl)(pyridin-4-yl)methyl)piperazin-1-yl)methyl)-4-(4-methyl-1,4-diazepan-1-yl)benzonitrile ClC1=CC=C(C=C1)C(N1CCN(CC1)CC1=C(C#N)C=CC(=C1)N1CCN(CCC1)C)C1=CC=NC=C1